7-(5-(9-(3-fluorophenyl)-8,9-dihydro-6H-pyrido[3',2':4,5]imidazo[2,1-c][1,4]oxazin-2-yl)pyrimidin-2-yl)hexahydroimidazo[1,5-a]pyrazin-3(2H)-one FC=1C=C(C=CC1)C1N2C(COC1)=NC1=C2N=C(C=C1)C=1C=NC(=NC1)N1CC2N(CC1)C(NC2)=O